ClC1=NC(=NC(=C1)C1=C(C=CC=C1C)C)NS(=O)(=O)C1=NC=CC(=C1)C(=O)O 2-[[4-Chloro-6-(2,6-dimethylphenyl)pyrimidin-2-yl]sulfamoyl]pyridine-4-carboxylic acid